NC1=C(C=C(C=N1)NC(C(=O)N(CC1=NC=C(C=C1)C(F)(F)F)[C@@H](C)C1=NC=CC=C1F)=O)C (S)-N1-(6-amino-5-methylpyridin-3-yl)-N2-(1-(3-fluoropyridin-2-yl)ethyl)-N2-((5-(trifluoromethyl)pyridin-2-yl)methyl)oxalamide